N-((6-chloropyridin-3-yl)methyl)-6',7'-dihydrospiro[cyclopentane-1,5'-pyrazolo[1,5-a]pyrrolo[3,4-d]pyrimidine]-8'-amine ClC1=CC=C(C=N1)CNC1=C2C(=NC=3N1N=CC3)C3(NC2)CCCC3